C(C1=CC=CC=C1)O[C@@H]1[C@H](OC([C@@H]1OC)OC)COCC1=CC=CC=C1 (2R,3R,4R)-3-(benzyloxy)-2-((benzyloxy)methyl)-4,5-dimethoxytetrahydrofuran